BrC1=C(C(=C(N)C=C1)F)C(F)F 4-bromo-3-(difluoromethyl)-2-fluoroaniline